FC(=C)C1=CC(=C(C#N)C=C1)C(F)(F)F 4-(1-fluorovinyl)-2-(trifluoromethyl)benzonitrile